(R)-2-(6-((1-(3-(difluoromethyl)-2-methylphenyl)prop-2-yn-1-yl)amino)-5-(1,3-dioxolan-2-yl)-2-methylpyrimidin-4-yl)acetate FC(C=1C(=C(C=CC1)[C@@H](C#C)NC1=C(C(=NC(=N1)C)CC(=O)[O-])C1OCCO1)C)F